FCCN1N=NC2=C1C=C(C=C2)C=2C=CN1N=C(N=C(C12)OC([2H])([2H])[2H])NC1CCC2(COC2)CC1 5-(1-(2-fluoroethyl)-1H-benzo[d][1,2,3]triazol-6-yl)-4-(methoxy-d3)-N-(2-oxaspiro[3.5]nonan-7-yl)pyrrolo[2,1-f][1,2,4]triazin-2-amine